OC1CC2=C(N=C(S2)NC(C2=CN=C(C=C2C2=C(C=CC=C2)OC)C)=O)CC1 N-(6-hydroxy-4,5,6,7-tetrahydrobenzo[d]thiazol-2-yl)-4-(2-methoxyphenyl)-6-methylnicotinamide